FCS(=O)(=O)N1CCC2(CC(C2O)C2N3C(C4=CC=CC=C24)=CN=C3)CC1 7-fluoromethanesulfonyl-2-(5H-imidazo[4,3-a]isoindol-5-yl)-7-azaspiro[3.5]nonan-1-ol